2-(7-((2S,5R)-4-(1-(3-chloro-1-ethyl-1H-pyrazol-5-yl)ethyl)-2,5-diethylpiperazin-1-yl)-4-methyl-5-oxo-4,5-dihydro-2H-pyrazolo[4,3-b]pyridin-2-yl)acetonitrile ClC1=NN(C(=C1)C(C)N1C[C@@H](N(C[C@H]1CC)C=1C=2C(N(C(C1)=O)C)=CN(N2)CC#N)CC)CC